OC1C[C@H](N2[C@@H]1OC1(C2=O)CCNCC1)C1=CC=CC=C1 (5'S,7a'R)-7'-hydroxy-3'-oxo-5'-phenyltetrahydro-3'H-spiro[piperidine-4,2'-pyrrolo[2,1-b]oxazole]